(E,Z)-3-(morpholinoimino)indolin-2-on O1CCN(CC1)\N=C/1\C(NC2=CC=CC=C12)=O